C12CC(CC(C1)C2)OC2=C(C=C(C=C2)NC(=O)C=2N=C(OC2CC(F)(F)F)N2CCCC2)F N-(4-(bicyclo[3.1.1]heptan-3-yloxy)-3-fluorophenyl)-2-(pyrrolidin-1-yl)-5-(2,2,2-trifluoroethyl)oxazole-4-carboxamide